S1C(=CC=C1)C1(OCC(NC1)=O)C(F)(F)F 6-(thiophen-2-yl)-6-(trifluoromethyl)morpholin-3-one